(S)-N-((4-ethyl-8-fluoro-4-hydroxy-9-methyl-3,14-dioxo-3,4,12,14-tetrahydro-1H-pyrano[3',4':6,7]indolizino[1,2-b]quinolin-11-yl)methyl)methanesulfonamide C(C)[C@]1(C(OCC=2C(N3CC=4C(=NC=5C=C(C(=CC5C4CNS(=O)(=O)C)C)F)C3=CC21)=O)=O)O